C(C)N1CCC(=CC1)C=1C(=C(N)C(=CC1)[N+](=O)[O-])OCC(C)C 3-(1-ethyl-1,2,3,6-tetrahydropyridin-4-yl)-2-isobutoxy-6-nitroaniline